4,4'-diphenyldicarboxylic acid C1=CC(=CC=C1C2=CC=C(C=C2)C(=O)O)C(=O)O